O=O The molecule is a diatomic oxygen, a gas molecular entity and an elemental molecule. It has a role as an anti-inflammatory drug, a reagent, a nutrient, a micronutrient, an oxidising agent, a human metabolite, a member of food packaging gas and a Saccharomyces cerevisiae metabolite. It is a conjugate base of a hydridodioxygen(1+).